C1=CC=CC=2C3=CC=CC=C3C(C12)(C1=CC=C(C=C1)C1=C2C(OC(C2=CC=C1C(=O)N)=O)=O)C1=CC=C(C=C1)C1=C2C(OC(C2=CC=C1C(=O)N)=O)=O N'-(9H-fluoren-9-ylidenedi-4,1-phenylene)bis[1,3-dihydro-1,3-dioxo-5-isobenzofurancarboxamide]